2-(((3-Butyl-3-methyl-7-(methylthio)-1,1-dioxido-5-phenyl-2,3,4,5-tetrahydro-1,5-benzothiazepin-8-yl)methyl)thio)-2-methylpropanoic acid C(CCC)C1(CS(C2=C(N(C1)C1=CC=CC=C1)C=C(C(=C2)CSC(C(=O)O)(C)C)SC)(=O)=O)C